FC(CP(OC1=C(C=CC=C1)C)(OC1=C(C=CC=C1)C)=O)(F)F di(2-toluyl) (2,2,2-trifluoroethyl)phosphonate